N1(CCC(CC1)C1CCNCC1)C1=C2C(N(C(C2=CC=C1)=O)C1C(NC(CC1)=O)=O)=O 4-{[4,4'-Bipiperidin]-1-yl}-2-(2,6-dioxopiperidin-3-yl)-2,3-dihydro-1H-isoindole-1,3-dione